COC1=C(C=C(C(=C1)/C=C/C1=CC=C(C=C1)N1C2=CC=CC=C2C=2C=CC=CC12)OC)/C=C/C1=CC=C(C=C1)N1C2=CC=CC=C2C=2C=CC=CC12 9,9'-(((1E,1'E)-(2,5-dimethoxy-1,4-phenylene)bis(ethene-2,1-diyl))bis(4,1-phenylene))bis(9H-carbazole)